3'-ethoxy-[1,1'-biphenyl] C(C)OC=1C=C(C=CC1)C1=CC=CC=C1